(S)-tert-butyl 6-(2-(3-(dimethylamino) propyl)benzo[d]thiazol-5-yl)-3-methyl-3,4-dihydropyridine-1(2H)-carboxylate CN(CCCC=1SC2=C(N1)C=C(C=C2)C2=CC[C@@H](CN2C(=O)OC(C)(C)C)C)C